C(C1CO1)C1=CC=C(C=C1)C12CC3(CC(CC(C1)C3)C2)C2=CC=C(C=C2)CC2CO2 1,3-bis(4'-glycidyl-phenyl)adamantane